FC1=C(C(=CC(=C1)OCOC)F)C=1SC=C(N1)CC(=O)NCC(=O)O (2-(2-(2,6-DIFLUORO-4-(METHOXYMETHOXY)PHENYL)THIAZOL-4-YL)ACETYL)GLYCINE